ClC1=NN(C=C1C1=C(C=CC(=N1)NC=1N=CC2=C(C=CC(=C2C1)C(C)C)N1[C@@H]([C@H](C1)CS(=O)(=O)C)C)OC)C N-(6-(3-chloro-1-methyl-1H-pyrazol-4-yl)-5-methoxypyridin-2-yl)-5-isopropyl-8-((2R,3S)-2-methyl-3-((methylsulfonyl)methyl)azetidin-1-yl)isoquinolin-3-amine